3-(3-((5-bromo-4-fluoro-1H-pyrazol-1-yl)methyl)phenyl)propanoic acid ethyl ester C(C)OC(CCC1=CC(=CC=C1)CN1N=CC(=C1Br)F)=O